phenylsulfonyl-1H-indole C1(=CC=CC=C1)S(=O)(=O)N1C=CC2=CC=CC=C12